C1(CCCCC1)CC1(C=CC=C1)[Zr]C1C=CC=C1 (cyclohexylmethylcyclopentadienyl)(cyclopentadienyl)zirconium